CC1(CC=C(CC1)/C=C/C=O)C (E)-3-(4,4-dimethylcyclohex-1-en-1-yl)acrolein